(1S,2S,3S,5R)-2,6,6-trimethylspiro[bicyclo[3.1.1]heptane-3,1-cyclohexan] C[C@H]1[C@H]2C([C@@H](CC13CCCCC3)C2)(C)C